3-(1-Oxo-4-{4-[2-(tetrahydro-pyran-4-yl)-ethyl]-benzyloxy}-1,3-dihydro-isoindol-2-yl)-piperidine-2,6-dione O=C1N(CC2=C(C=CC=C12)OCC1=CC=C(C=C1)CCC1CCOCC1)C1C(NC(CC1)=O)=O